2,6-diethynylnaphthalene C(#C)C1=CC2=CC=C(C=C2C=C1)C#C